FC(C(=O)[O-])(F)F.CC1(CC[NH2+]CC1)C1=NC2=CC=CC=C2C(=C1)C 4-methyl-4-(4-methylquinolin-2-yl)piperidin-1-ium trifluoroacetate salt